C1(=CC=CC=C1)C(C(=O)N1[C@@H]([C@H]2CC[C@@H](C1)N2C(N(CC2=CSC=C2)CC)=O)C(=O)O)C2=CC=CC=C2 (1R,2S,5S)-3-(2,2-diphenylacetyl)-8-(ethyl(thiophene-3-ylmethyl)carbamoyl)-3,8-diazabicyclo[3.2.1]octane-2-carboxylic acid